FC1(CN(CC1)C1=NC=CC(=C1NC(=O)C=1C=NC(=NC1)C(C)C)C=1C=CC2=C(CCO2)C1)F N-(2-(3,3-difluoropyrrolidin-1-yl)-4-(2,3-dihydrobenzofuran-5-yl)pyridin-3-yl)-2-isopropylpyrimidine-5-carboxamide